tert-butyl (1R)-1-(3-(5-(3-(2-(2-(2,6-dioxopiperidin-3-yl)-1-oxoisoindolin-4-ylamino) ethoxy) propoxy)pentyloxy)phenyl)ethylcarbamate O=C1NC(CCC1N1C(C2=CC=CC(=C2C1)NCCOCCCOCCCCCOC=1C=C(C=CC1)[C@@H](C)NC(OC(C)(C)C)=O)=O)=O